methyl 4-{[6-(5-chloro-2-fluorophenyl)pyridazin-4-yl] amino}-7-[2-(4-methylpiperazin-1-yl)ethoxy]quinoline-6-carboxylate ClC=1C=CC(=C(C1)C1=CC(=CN=N1)NC1=CC=NC2=CC(=C(C=C12)C(=O)OC)OCCN1CCN(CC1)C)F